5-cyclopropyl-3-[(1,3-dimethylpyrazol-4-yl)amino]-6-(3-methylimidazo[4,5-c]pyridin-7-yl)pyrazine-2-carboxamide C1(CC1)C=1N=C(C(=NC1C=1C2=C(C=NC1)N(C=N2)C)C(=O)N)NC=2C(=NN(C2)C)C